O1[C@H]2[C@@H](N(CC1)C(=O)OCC1=CC=CC=C1)CN(C2)C(=O)OC(C)(C)C (4aS,7aR)-4-benzyl 6-tert-butyl hexahydropyrrolo[3,4-b][1,4]oxazine-4,6-dicarboxylate